C(C1=CC=CC=C1)OC1=C(C=C(C(=O)N2[C@@H](CC(C2)(F)F)C(=O)N2[C@@H](CCC2)C#N)C=C1)F (S)-1-((S)-1-(4-(benzyloxy)-3-fluorobenzoyl)-4,4-difluoropyrrolidine-2-carbonyl)pyrrolidine-2-carbonitrile